N6-(1,3-dimethyl-1H-pyrazol-5-yl)-3-(1H-indol-5-yl)-1-isopropyl-1H-pyrazolo[3,4-d]pyrimidine-4,6-diamine CN1N=C(C=C1NC1=NC(=C2C(=N1)N(N=C2C=2C=C1C=CNC1=CC2)C(C)C)N)C